N-(quinolin-2-yl)-1H-1,2,3-triazole-4-carboxamide N1=C(C=CC2=CC=CC=C12)NC(=O)C=1N=NNC1